4-benzyl-1,2,3-thiadiazole-5-carboxylic acid-4-isopropylphenyl ester C(C)(C)C1=CC=C(C=C1)OC(=O)C1=C(N=NS1)CC1=CC=CC=C1